4-hydroxy-1-methyl-3-[4-(trifluoromethyl)-2-pyridinyl]imidazolidin-2-one OC1N(C(N(C1)C)=O)C1=NC=CC(=C1)C(F)(F)F